[6-(4-cyclopropyl-2-methyl-imidazol-1-yl)pyrimidin-4-yl]piperidine-4-carboxylic acid methyl ester COC(=O)C1CCN(CC1)C1=NC=NC(=C1)N1C(=NC(=C1)C1CC1)C